NC1=C(C(=O)NC23CC(C2)(C3)CO)C=C(C=N1)C1=CC=C(C=C1)[C@@]13CN(C[C@H]3C1)C(C)C 2-amino-N-(3-(hydroxymethyl)bicyclo[1.1.1]pentan-1-yl)-5-(4-((1R,5S)-3-isopropyl-3-azabicyclo[3.1.0]hexan-1-yl)phenyl)nicotinamide